C1N(CC2C1CNC2)C(=O)C=2C=C1C(=C(NC1=CC2)C=2C=C(C=1N(C2)N=CN1)OC)C(C)C (hexahydropyrrolo[3,4-c]pyrrol-2(1H)-yl)(3-isopropyl-2-(8-methoxy-[1,2,4]triazolo[1,5-a]pyridin-6-yl)-1H-indol-5-yl)methanone